3,5-di(1H-pyrazol-1-yl)phenol N1(N=CC=C1)C=1C=C(C=C(C1)N1N=CC=C1)O